2-ethylhexanol sulfate S(=O)(=O)(O)OCC(CCCC)CC